N-(9-chloro-6-(diethylamino)-3H-fluoren-3-ylidene)-N-ethylethylammonium ClC=1C2=CC=C(C=C2C2=CC(C=CC12)=[N+](CC)CC)N(CC)CC